carbonic acid ((2R,3S,4R,5S)-2-cyano-5-(4-(((Z)-(dimethylamino) methylene) amino) pyrrolo[2,1-f][1,2,4]triazin-7-yl)-3,4-dihydroxytetrahydrofuran-2-yl) methyl ester COC(O[C@]1(O[C@H]([C@@H]([C@@H]1O)O)C1=CC=C2C(=NC=NN21)\N=C/N(C)C)C#N)=O